tert-butyl 4-(4-tributylstannylimidazol-1-yl)piperidine-1-carboxylate C(CCC)[Sn](C=1N=CN(C1)C1CCN(CC1)C(=O)OC(C)(C)C)(CCCC)CCCC